N1(CCC1)C(CN1N=C(C2=NC=C(C=C21)Br)C)=O 1-(azetidin-1-yl)-2-(6-bromo-3-methyl-1H-pyrazolo[4,3-b]pyridin-1-yl)ethan-1-one